8-Bromo-4-hydroxy-1,6-dimethyl-2-oxo-1,2-dihydroquinoline-3-carbonitrile BrC=1C=C(C=C2C(=C(C(N(C12)C)=O)C#N)O)C